4-hydroxy-3-methyl-2-nitropyridine OC1=C(C(=NC=C1)[N+](=O)[O-])C